(Pyridin-4-Yl)Pyrazine N1=CC=C(C=C1)C1=NC=CN=C1